C1(CC1)C1=NN(C=C1C=1C(N(C=CC1)C)=O)[C@@H]1C[C@H](C1)CNC=1C=C2C(N(C(C2=CC1)=O)C1C(NC(CC1)=O)=O)=O 5-(((trans-3-(3-cyclopropyl-4-(1-methyl-2-oxo-1,2-dihydropyridin-3-yl)-1H-pyrazol-1-yl)cyclobutyl)methyl)amino)-2-(2,6-dioxopiperidin-3-yl)isoindoline-1,3-dione